(S)-3-(4-((1S,4R)-4-((1R,5S)-7-(1-(3-amino-6-(2-hydroxyphenyl)pyridazin-4-yl)-1H-pyrazol-4-yl)-3-oxa-7,9-diazabicyclo[3.3.1]nonan-9-yl)cyclohexyl)indolin-1-yl)piperidine-2,6-dione NC=1N=NC(=CC1N1N=CC(=C1)N1C[C@H]2COC[C@@H](C1)N2C2CCC(CC2)C2=C1CCN(C1=CC=C2)[C@@H]2C(NC(CC2)=O)=O)C2=C(C=CC=C2)O